O[C@H](C)[C@@H]1CC(N(C1)[C@@H](C)C1=CC=C(C=C1)OC)=O (R)-4-((R)-1-hydroxyethyl)-1-((S)-1-(4-methoxyphenyl)ethyl)pyrrolidin-2-one